2-(3-fluoroazetidin-1-yl)ethan-1-one FC1CN(C1)CC=O